CN(C)/C=C\C(=O)C1=CC(=CC=C1)[N+](=O)[O-] 3-dimethylamino-1-(3-nitro-phenyl)-propenone